2-((3-Isopropyl-2-(2-methylpyridin-4-yl)-1H-indol-5-yl)oxy)-N-methyl-N-(piperidin-4-yl)acetamid C(C)(C)C1=C(NC2=CC=C(C=C12)OCC(=O)N(C1CCNCC1)C)C1=CC(=NC=C1)C